C1(CCCCC1)[NH3+].N[C@@H](CCCNC(N)=N)C(=O)[O-] arginine cyclohexylammonium salt